The molecule is a heparin octasaccharide consisting of 4-deoxy-alpha-L-threo-hex-4-enopyranuronosyl, 2-deoxy-2-(sulfoamino)-alpha-D-glucopyranosyl, (5xi)-2-O-sulfo-D-xylo-hexopyranuronosyl, 2-deoxy-2-(sulfoamino)-alpha-D-glucopyranosyl, (5xi)-D-xylo-hexopyranuronosyl, 2-deoxy-2-(sulfoamino)-alpha-D-glucopyranosyl, (5xi)-D-xylo-hexopyranuronosyl, and 2-deoxy-2-(sulfoamino)-alpha-D-glucopyranose units joined in sequence by (1->4) linkages. Sequence: DHexA-GlcNSO3-HexA(2SO4)-GlcNSO3-HexA-GlcNSO3-HexA-GlcNSO3. It is a heparin octasaccharide, an oligosaccharide sulfate and an amino octasaccharide. C1=C(O[C@H]([C@@H]([C@H]1O)O)O[C@@H]2[C@H](O[C@@H]([C@@H]([C@H]2O)NS(=O)(=O)O)O[C@H]3[C@@H]([C@H](C(OC3C(=O)O)O[C@@H]4[C@H](O[C@@H]([C@@H]([C@H]4O)NS(=O)(=O)O)O[C@H]5[C@@H]([C@H](C(OC5C(=O)O)O[C@@H]6[C@H](O[C@@H]([C@@H]([C@H]6O)NS(=O)(=O)O)O[C@H]7[C@@H]([C@H](C(OC7C(=O)O)O[C@@H]8[C@H](O[C@@H]([C@@H]([C@H]8O)NS(=O)(=O)O)O)CO)O)O)CO)O)O)CO)OS(=O)(=O)O)O)CO)C(=O)O